2-ethylhexyl 5-(tert-butyl)-2-(((cyclohexylmethyl)(ethoxycarbonyl)amino)(phenyl)methyl)-3-methylbenzoate C(C)(C)(C)C=1C=C(C(=C(C(=O)OCC(CCCC)CC)C1)C(C1=CC=CC=C1)N(C(=O)OCC)CC1CCCCC1)C